FC1=C(C(=CC2=CC=C(C=C12)NCCC(C)C)O)N1CC(NS1(=O)=O)=O 5-{1-fluoro-3-hydroxy-7-[(3-methylbutyl)amino]naphthalen-2-yl}-1λ6,2,5-thiadiazolidine-1,1,3-trione